6-hydroxy-2H-1,4-benzoxazine OC=1C=CC2=C(N=CCO2)C1